FC(CN(C)CC(CCCC(C(=O)O)=N)CC)F 6-(((2,2-difluoroethyl)(methyl)amino)methyl)-2-iminooctanoic acid